C1(CC1)OC1=CC(=C(C=C1C#N)F)C#CCN1CCOCC1 6-(cyclopropyloxy)-3-fluoro-4-[3-(morpholin-4-yl)prop-1-ynyl]benzene-1-carbonitrile